N-(2,3-dichlorophenyl)-5-formamidoisoxazole ClC1=C(C=CC=C1Cl)N1OC(=CC1)NC=O